CN(C(CNS(=O)(=O)C1=CC=C2C=CNC2=C1)C1=C2C=CC=NC2=CC=C1)C N-(2-(dimethylamino)-2-(quinolin-5-yl)ethyl)-1H-indole-6-sulfonamide